C1(CC1)C1=C(C=CC(=N1)C(=O)NC1=CC(=CC=C1)[C@@H](CC=1N(C=CN1)C)C)C (R)-6-Cyclopropyl-5-methyl-N-(3-(1-(1-methyl-1H-imidazol-2-yl)propan-2-yl)phenyl)picolinamide